(3-(4-((tert-butyldimethylsilyl)oxy)benzyl)-4-chlorophenyl)((R)-2,2-dimethyl-1,3-dioxolan-4-yl)methanol [Si](C)(C)(C(C)(C)C)OC1=CC=C(CC=2C=C(C=CC2Cl)C(O)[C@@H]2OC(OC2)(C)C)C=C1